C(CCCCCCCCCCCCCCC)C(CCCC)(N)N palmityl-pentanediamine